6-chloro-4-ethyl-N,N-bis[(4-methoxyphenyl)methyl]5-(trifluoromethyl)pyridin-2-amine ClC1=C(C(=CC(=N1)N(CC1=CC=C(C=C1)OC)CC1=CC=C(C=C1)OC)CC)C(F)(F)F